tert-butyl (2R,5S)-4-(3,9-dimethyl-2-oxo-3,9-dihydro-2H-purin-6-yl)-2-ethyl-5-methylpiperazine-1-carboxylate CN1C(N=C(C=2N=CN(C12)C)N1C[C@H](N(C[C@@H]1C)C(=O)OC(C)(C)C)CC)=O